5-oxa-L-norleucine N[C@@H](CCOC)C(=O)O